C(C)OC1=NC=CC=C1C1=CC(=C2C(=N1)C(=NN2[C@H](CC)C)C)NCC=2N=NN(N2)C (S)-5-(2-ethoxy-3-pyridyl)-3-methyl-1-[1-methylpropyl]-N-[(2-methyltetrazol-5-yl)methyl]pyrazolo[4,3-b]pyridin-7-amine